ClC=1C=CC(=NC1C(C)(C)O)C1=CC(=C(C(=O)NC2=C(C=CC=C2)C)C=C1F)O[C@H](C(F)(F)F)C (S)-4-(5-Chloro-6-(2-hydroxypropan-2-yl)pyridin-2-yl)-5-fluoro-N-(o-tolyl)-2-((1,1,1-trifluoropropan-2-yl)oxy)benzamide